NC(CCN(NC([C@H](CC(C)C)NC(OCC1=CC=CC=C1)=O)=O)C(CCl)=O)=O benzyl (S)-(1-(2-(3-amino-3-oxopropyl)-2-(2-chloroacetyl)hydrazineyl)-4-methyl-1-oxopentan-2-yl)carbamate